3-(2-isopropylphenoxy)-1-bromoacetone C(C)(C)C1=C(OCC(CBr)=O)C=CC=C1